(4-cyclopropyl-3-pyridyl)[1-(2-methyl-5-pyrimidinyl)-4-piperidyl][p-(trifluoromethyl)phenyl]amine C1(CC1)C1=C(C=NC=C1)N(C1=CC=C(C=C1)C(F)(F)F)C1CCN(CC1)C=1C=NC(=NC1)C